2-bromo-5-methoxybenzo[d]thiazole-6-carboxylic acid ethyl ester C(C)OC(=O)C1=CC2=C(N=C(S2)Br)C=C1OC